(1S,4S)-1-ethyl-N-(4-((R)-1-(2-methyl-1H-imidazol-1-yl)ethyl)phenyl)-2-oxabicyclo[2.2.1]heptane-4-carboxamide C(C)[C@]12OC[C@](CC1)(C2)C(=O)NC2=CC=C(C=C2)[C@@H](C)N2C(=NC=C2)C